4-(4-bromo-2-fluoroanilino)-6-methoxyl-7-(1-methylpiperidin-4-ylmethoxy)quinazoline BrC1=CC(=C(NC2=NC=NC3=CC(=C(C=C23)OC)OCC2CCN(CC2)C)C=C1)F